BrC=1C(=C(OC2CCC(CC2)CC(C(=O)OCC)(F)F)C=CC1)C ethyl 3-[4-(3-bromo-2-methyl-phenoxy)cyclohexyl]-2,2-difluoro-propanoate